(p-chlorobenzenesulfonamide) dinitrogen [N].[N].ClC1=CC=C(C=C1)S(=O)(=O)N